8-Trifluoromethyladenosine FC(C=1N([C@H]2[C@H](O)[C@H](O)[C@@H](CO)O2)C=2N=CN=C(C2N1)N)(F)F